7-(pyridin-3-yl)benzo[d]Isothiazol-3-amine N1=CC(=CC=C1)C1=CC=CC=2C(=NSC21)N